Cl.FC1(CN(CCC1)C)C(=O)O 3-fluoro-1-methyl-nipecotic acid hydrochloride